2,2-dichloro-1-(1-chlorocyclopropyl)ethanone ClC(C(=O)C1(CC1)Cl)Cl